methylammonium tosylate S(=O)(=O)([O-])C1=CC=C(C)C=C1.C[NH3+]